BrC=1C=NN(C1)CC1CN(CCC1)CC1=CN=C(S1)NC(C)=O N-(5-((3-((4-bromo-1H-pyrazol-1-yl)methyl)piperidin-1-yl)methyl)thiazol-2-yl)acetamide